4-bromo-2,3,6-trifluoro-phenol BrC1=C(C(=C(C(=C1)F)O)F)F